(1r,4r)-4-((6-fluoro-5-(4-fluoro-1-(2-fluoroethyl)-1H-benzo[d]imidazol-6-yl)-4-methoxypyrrolo[2,1-f][1,2,4]triazin-2-yl)amino)-1-methylcyclohexan-1-ol FC=1C(=C2C(=NC(=NN2C1)NC1CCC(CC1)(O)C)OC)C=1C=C(C2=C(N(C=N2)CCF)C1)F